(S,E)-N-(2-(Dimethylamino)-3-(4-hydroxyphenyl)propyl)-3-(4-fluoro-3-(trifluoromethyl)phenyl)acrylamide CN([C@H](CNC(\C=C\C1=CC(=C(C=C1)F)C(F)(F)F)=O)CC1=CC=C(C=C1)O)C